trifluoro-5-trifluoromethoxy-1,3-dioxole FC=1OC(OC1OC(F)(F)F)(F)F